O=C1N(CCC(N1COCC[Si](C)(C)C)=O)C1=CC=C(O[C@@H]2CC[C@H](CC2)C(=O)O)C=C1 (trans)-4-(4-(2,4-dioxo-3-((2-(trimethylsilyl)ethoxy)methyl)tetrahydropyrimidin-1(2H)-yl)phenoxy)cyclohexane-1-carboxylic acid